C(C)(C)(C)OC(=O)N1CC=2N(N=CC2C1)CC1=CC2=C(C(=NO2)NS(=O)(=O)C2=C(C=CC=C2)OC)C(=C1)OC.CN(C)CCC=1[Se]C2=C(C1)C=CC=C2 N,N-Dimethylaminoethyl-Benzoselenophene tert-butyl-1-((4-methoxy-3-((2-methoxyphenyl)sulfonamido)benzo[d]isoxazol-6-yl)methyl)-4,6-dihydropyrrolo[3,4-c]pyrazole-5(1H)-carboxylate